(3R,4S)-4-(dimethylamino)-N-tetradecylpyrrolidine-3-carboxamide TFA salt OC(=O)C(F)(F)F.CN([C@H]1[C@@H](CNC1)C(=O)NCCCCCCCCCCCCCC)C